C(C1=CC=CC=C1)(=O)N1CCN(CC1)CCCCNC(=O)C1=CC=2C=NC=CC2N1 N-[4-(4-benzoylpiperazin-1-yl)butyl]-1H-pyrrolo[3,2-c]pyridine-2-carboxamide